COC1=CC=C(C=C1)C(OC[C@@H]1[C@H]([C@H]([C@@H](O1)N1C(NC(C=C1)=O)=O)OC(F)(F)F)O)(C1=CC=CC=C1)C1=CC=C(C=C1)OC 1-((2R,3R,4R,5R)-5-((bis(4-methoxyphenyl)(phenyl)methoxy)methyl)-4-hydroxy-3-(trifluoromethoxy)-tetrahydrofuran-2-yl)pyrimidine-2,4(1H,3H)-dione